2-((1H-pyrazol-3-yl)methyl)-6-((1-(2-hydroxyethyl)-1H-pyrazol-4-yl)sulfonyl)phthalazin-1(2H)-one N1N=C(C=C1)CN1C(C2=CC=C(C=C2C=N1)S(=O)(=O)C=1C=NN(C1)CCO)=O